2-(1-(4-bromophenyl)-3-(4-fluorophenyl)-1H-pyrazol-4-yl)-3-(3,4-diaminophenethyl)-5-methyl-oxazolidin-4-one BrC1=CC=C(C=C1)N1N=C(C(=C1)C1OC(C(N1CCC1=CC(=C(C=C1)N)N)=O)C)C1=CC=C(C=C1)F